NC1=NC(=NC=C1C(=O)NC1=CC=C(C=C1)OC)N1C2CN(CC1CC2)C=2N=CC1=CC=CC=C1C2 4-Amino-2-(3-(isoquinolin-3-yl)-3,8-diazabicyclo[3.2.1]octan-8-yl)-N-(4-methoxyphenyl)pyrimidine-5-carboxamide